O=C1NC(CCC1N1C(=NC2=CC=CC(=C2C1=O)N(CCCOC1CCN(CC1)C(=O)OCC1=CC=CC=C1)C)C)=O 1-Benzyl 4-[3-[[3-(2,6-dioxo-3-piperidyl)-2-methyl-4-oxo-quinazolin-5-yl]-methyl-amino]propoxy]piperidine-1-carboxylate